2-(2,6-dioxopiperidin-3-yl)-5-hydroxy-4-nitroisoindoline-1,3-dione O=C1NC(CCC1N1C(C2=CC=C(C(=C2C1=O)[N+](=O)[O-])O)=O)=O